C1CCC2=CC(=CC=C12)[C@H](C)NC=1N=CN(CN1)C(C)C (S)-6-((1-(2,3-Dihydro-1H-inden-5-yl)ethyl)amino)-3-isopropyl-1,3,5-triazine